6-(trifluoromethyl)-1,2,3,4-tetrahydroisoquinolin-7-amine FC(C=1C=C2CCNCC2=CC1N)(F)F